NC1=C(C(=NN1C1CCCC1)C1=CC=C(C=C1)CNC(C1=C(C=CC(=C1)F)OC)=O)C(=O)N 5-Amino-1-cyclopentyl-3-[4-[[(5-fluoro-2-methoxy-benzoyl)amino]methyl]phenyl]pyrazole-4-carboxamide